COC1=C(C=C2C(=NC=NC2=C1)N)[N+](=O)[O-] 7-methoxy-6-nitroquinazolin-4-amine